3-(3-(3-fluoro-4-methyl-5-nitrophenyl)-1,2,4-oxadiazol-5-yl)azetidine-1-carboxylic acid tert-butyl ester C(C)(C)(C)OC(=O)N1CC(C1)C1=NC(=NO1)C1=CC(=C(C(=C1)[N+](=O)[O-])C)F